COC(C(C(CC(C)C)C)C)=O 2,3,5-trimethyl-hexanoic acid methyl ester